BrCC1=C(C(=C(CO[Si](C(C)C)(C(C)C)C(C)C)C(=C1F)F)F)F (4-bromomethyl-2,3,5,6-tetrafluorobenzyloxy)triisopropylsilane